γ-methacryl-oxypropyltriethoxysilane C(=O)(C(=C)C)OCCC[Si](OCC)(OCC)OCC